C(C)(C)(C)C=1C=CC=2N(C3=CC=CC=C3C2C1)C1=C(C#N)C(=C(C(=C1N1C2=CC=CC=C2C=2C=C(C=CC12)C(C)(C)C)N1C2=CC=CC=C2C=2C=C(C=CC12)C(C)(C)C)N1C2=CC=CC=C2C=2C=C(C=CC12)C(C)(C)C)C1=CC(=NC(=C1)C)C 2,3,4,5-tetrakis(3-(tert-butyl)-9H-carbazol-9-yl)-6-(2,6-dimethylpyridin-4-yl)benzonitrile